FC1=CC(=CC2=C1N=C(O2)C)NC(=O)N2CCC=1C2=NC=CC1N1CCNCC1 N-(4-fluoro-2-methylbenzo[d]oxazol-6-yl)-4-(piperazin-1-yl)-2,3-dihydro-1H-pyrrolo[2,3-b]pyridine-1-carboxamide